NC(C)C=1C(NC2=CC(=C(C=C2C1)Cl)OCC1=NC=CC=C1)=O 3-(1-aminoethyl)-6-chloro-7-(pyridin-2-ylmethoxy)quinolin-2(1H)-one